COC(C)(OC)N1SC(C=C1)C(F)(F)F 2-(1,1-dimethoxyethyl)-5-(trifluoromethyl)thiazoleN